BrC=1C=C2CC(CC2=CC1)C1=NC=CC(=C1N)N (5-bromo-2,3-dihydro-1H-inden-2-yl)pyridine-3,4-diamine